N1N=CC=CC=CC=CC=CC=C1 diazacyclotridecine